(S)-4-(2-amino-3-(4-(((2-methoxyethoxy)carbonyl)amino)phenyl)propionamido)benzoic acid N[C@H](C(=O)NC1=CC=C(C(=O)O)C=C1)CC1=CC=C(C=C1)NC(=O)OCCOC